2-methyl-5-(3-(4,4,5,5-tetramethyl-1,3,2-dioxaborolane-2-yl)phenoxy)pentan-2-ol CC(C)(CCCOC1=CC(=CC=C1)B1OC(C(O1)(C)C)(C)C)O